N-tert-butyl-1-{8-[3-(trifluoromethyl)-1,2,4-oxadiazol-5-yl]-8-azabicyclo[3.2.1]octan-3-yl}piperidine-4-carboxamide hydrochloride Cl.C(C)(C)(C)NC(=O)C1CCN(CC1)C1CC2CCC(C1)N2C2=NC(=NO2)C(F)(F)F